BrC1=NC(=CC2=C1OC(C(O2)C)C)I 5-bromo-7-iodo-2,3-dimethyl-2,3-dihydro-[1,4]dioxino[2,3-c]pyridine